N1(N=CC=C1)CC1=CC2=C(C(=NO2)N(S(=O)(=O)C2=C(C=CC=C2OCOC)F)CC=C)C(=C1)OCC1=CC=CC=C1 N-(6-((1H-pyrazol-1-yl)methyl)-4-(benzyloxy)benzo[d]isoxazol-3-yl)-N-allyl-2-fluoro-6-(methoxymethoxy)benzenesulfonamide